Benzyl {(1S,2R)-3,3-difluoro-2-[(4-{5-[(1S,2S)-2-fluorocyclopropyl]-1,2,4-oxadiazol-3-yl}-4-methylpiperidine-1-carbonyl)amino]cyclohexyl}[(3S)-1-(propan-2-yl) pyrrolidin-3-yl]carbamate FC1([C@@H]([C@H](CCC1)N(C(OCC1=CC=CC=C1)=O)[C@@H]1CN(CC1)C(C)C)NC(=O)N1CCC(CC1)(C)C1=NOC(=N1)[C@H]1[C@H](C1)F)F